diphenyl-bis{4-[3-(9-phenyl-9H-carbazol-3-yl)-9H-carbazol-9-yl]phenyl}silane C1(=CC=CC=C1)[Si](C1=CC=C(C=C1)N1C2=CC=CC=C2C=2C=C(C=CC12)C=1C=CC=2N(C3=CC=CC=C3C2C1)C1=CC=CC=C1)(C1=CC=C(C=C1)N1C2=CC=CC=C2C=2C=C(C=CC12)C=1C=CC=2N(C3=CC=CC=C3C2C1)C1=CC=CC=C1)C1=CC=CC=C1